ClC1=C(C=CC=C1)CC(=O)NC1=C(C=C(C(=C1)S(N)(=O)=O)N1N=CC(=C1)C(F)(F)F)C(F)(F)F 2-(2-Chlorophenyl)-N-{5-sulfamoyl-2-(trifluoromethyl)-4-[4-(trifluoromethyl)-1H-pyrazol-1-yl]phenyl}acetamide